3-[(2r,4r)-4-({[1-(2,2-difluoro-1,3-benzodioxol-5-yl)cyclopropyl]carbonyl}amino)-7-methoxy-3,4-dihydro-2H-chromen-2-yl]benzoic acid FC1(OC2=C(O1)C=CC(=C2)C2(CC2)C(=O)N[C@@H]2C[C@@H](OC1=CC(=CC=C21)OC)C=2C=C(C(=O)O)C=CC2)F